6-[5-carboxypentyl (ethyl) amino]-1,1-dimethyl-3-(4-sulfonatoanilino)-2H-xanthene-10-ium-4-sulfonate C(=O)(O)CCCCCN(C=1C=C2[O+]=C3C(=C(CC(C3=CC2=CC1)(C)C)NC1=CC=C(C=C1)S(=O)(=O)[O-])S(=O)(=O)[O-])CC